2-[5-(1-bromoethyl)-3-(2-methoxyethoxy)-1,2,4-triazol-1-yl]pyrimidine BrC(C)C1=NC(=NN1C1=NC=CC=N1)OCCOC